C(CCCCCCCCCC)[SiH3] n-Undecylsilane